(R)-6-(2-amino-3-phenylpropoxy)-3-fluoroquinoline-5-carboxylic acid N[C@@H](COC1=C(C=2C=C(C=NC2C=C1)F)C(=O)O)CC1=CC=CC=C1